(R)-2-(hex-2-yl)quinazolin-4(3H)-one C[C@H](CCCC)C1=NC2=CC=CC=C2C(N1)=O